diazene-1,2-dicarboxylic acid di-tert-butyl ester C(C)(C)(C)OC(=O)N=NC(=O)OC(C)(C)C